(10S)-15-chloro-21,23-difluoro-16-methoxy-10-methyl-18,18-dioxo-8-oxa-18λ6-thia-11,19-diazatetracyclo[18.3.1.113,17.02,7]pentacosa-1(24),2,4,6,13,15,17(25),20,22-nonaen-12-one ClC=1C=C2C(N[C@H](COC3=CC=CC=C3C=3C(=CC(=C(NS(C(C1OC)=C2)(=O)=O)C3)F)F)C)=O